3-({3-fluoro-2-[(methylsulfamoyl)amino] pyridin-4-yl}methyl)-4-methyl-2-oxochromen-7-yl trifluoromethanesulfonate FC(S(=O)(=O)OC1=CC=C2C(=C(C(OC2=C1)=O)CC1=C(C(=NC=C1)NS(NC)(=O)=O)F)C)(F)F